ClC1=C(C=CC(=C1Cl)[2H])N1[C@@H](CN(CC1)CC[C@@H]1CC[C@H](CC1)N)C trans-4-(2-((R)-4-(2,3-dichlorophenyl-4-d)-3-methylpiperazin-1-yl)ethyl)cyclohexane-1-amine